ClC=1C(=C(C2=CC=CC=C2C1)OC)OB(O)O (3-chloro-1-methoxynaphthalen-2-yl)boric acid